4-(bromomethyl)-2,2,5-trifluorobenzo[d][1,3]dioxole BrCC1=C(C=CC=2OC(OC21)(F)F)F